O=C1NC(CCC1N1C(C2=CC=C(C=C2C1=O)NCCCCCCCCC1(C(=O)N)CC=C(C(=O)NC2=CC3=C(NC(=N3)CN3[C@H](CCC3)C)C=C2)C=C1)=O)=O 1-(8-((2-(2,6-dioxopiperidin-3-yl)-1,3-dioxoisoindolin-5-yl)amino)octyl)-N4-(2-(((S)-2-methylpyrrolidin-1-yl)methyl)-1H-benzo[d]imidazol-5-yl)terephthalamide